BrC1=CC=CC(=N1)OCC1=NN(C2=CC=CC=C12)CC(F)F (((6-bromopyridin-2-yl)oxy)methyl)-1-(2,2-difluoroethyl)-1H-indazole